C1(CCCC1)[Pd](CCl)(C1=CC=C(C=C1)OCC)C1CCCC1 dicyclopentyl-(4-ethoxyphenyl)chloromethylpalladium